(2S)-3-(8-acetyl-2-oxo-1,8-diazaspiro[4.5]dec-3-yl)-2-((S)-2-((tert-butyloxycarbonyl)amino)-3-cyclohexylpropionamido)propanoic acid methyl ester COC([C@H](CC1C(NC2(C1)CCN(CC2)C(C)=O)=O)NC([C@H](CC2CCCCC2)NC(=O)OC(C)(C)C)=O)=O